N-([1,1'-biphenyl]-4-yl)-N-(4-bromophenyl)-9-phenyl-9H-carbazol-2-amine C1(=CC=C(C=C1)N(C1=CC=2N(C3=CC=CC=C3C2C=C1)C1=CC=CC=C1)C1=CC=C(C=C1)Br)C1=CC=CC=C1